(R)-1-(3-((3'-(3-(6,7-dimethoxy-3,4-dihydroisoquinolin-2(1H)-yl)propoxy)-2,2'-dimethyl-[1,1'-biphenyl]-3-yl)oxy)propyl)pyrrolidin-3-ol COC=1C=C2CCN(CC2=CC1OC)CCCOC=1C(=C(C=CC1)C1=C(C(=CC=C1)OCCCN1C[C@@H](CC1)O)C)C